ethyl 2-[(6-methylpyridin-3-yl)methyl]-8-(trifluoromethyl)-2H-furo[2,3-g]indazole-7-carboxylate CC1=CC=C(C=N1)CN1N=C2C3=C(C=CC2=C1)OC(=C3C(F)(F)F)C(=O)OCC